C(#N)P(C#N)=O dicyanophosphine oxide